4-(8-((3-Fluoro-2-methoxypyridin-4-yl)sulfonyl)-8-azaspiro[4.5]decan-2-yl)morpholine FC=1C(=NC=CC1S(=O)(=O)N1CCC2(CCC(C2)N2CCOCC2)CC1)OC